C[C@@H]1N([C@@H](CC1)C)C1=NC(=CC=C1C(=O)NS(=O)(=O)C=1C(NC=CC1)=O)C1=CC(=CC(=C1)OCCC(C)C)F 2-[(2S,5R)-2,5-Dimethylpyrrolidin-1-yl]-6-(3-fluoro-5-isopentyloxyphenyl)-N-[(2-oxo-1H-pyridin-3-yl)sulfonyl]pyridin-3-carboxamid